3-{3-[(tert-butyldimethylsilyl)oxy]prop-1-yn-1-yl}-2-methoxyaniline [Si](C)(C)(C(C)(C)C)OCC#CC=1C(=C(N)C=CC1)OC